COC1=NC(=CC=C1OC1=NC=C(C(=C1B(O)O)C)C(F)(F)F)C [2-[(2-methoxy-6-methyl-3-pyridyl)oxy]-4-methyl-5-(trifluoromethyl)-3-pyridyl]boronic acid